CC1(OB(OC1(C)C)C=1C=C(C=CC1)[C@@]1(CCC2=C1N=CS2)O)C (R,S)-4-(3-(4,4,5,5-Tetramethyl-1,3,2-dioxaborolan-2-yl)phenyl)-5,6-dihydro-4H-cyclopenta[d]thiazol-4-ol